(1,2,4,5-tetrazin-3-yl)benzoic acid N1=NC(=NN=C1)C1=C(C(=O)O)C=CC=C1